3-(2-hydroxyethyl)piperidine-1-carboxylic acid tert-butyl ester C(C)(C)(C)OC(=O)N1CC(CCC1)CCO